1-[4-(cyanomethyl)-3-fluoro-1-[[4-(3-furyl)phenyl]methyl]-4-piperidyl]-3-(cyclopropanecarbonylamino)pyrazole-4-carboxamide C(#N)CC1(C(CN(CC1)CC1=CC=C(C=C1)C1=COC=C1)F)N1N=C(C(=C1)C(=O)N)NC(=O)C1CC1